1-(4-amino-1H-pyrazol-1-yl)cyclopropane-1-carboxamide NC=1C=NN(C1)C1(CC1)C(=O)N